7-(2-(4-Fluoro-3-methylphenyl)pyridin-3-yl)-N-(2-morpholinoethyl)imidazo[1,5-a]pyridin-3-carboxamid FC1=C(C=C(C=C1)C1=NC=CC=C1C1=CC=2N(C=C1)C(=NC2)C(=O)NCCN2CCOCC2)C